N-octanoyl-L-valine sodium salt [Na+].C(CCCCCCC)(=O)N[C@@H](C(C)C)C(=O)[O-]